CN1N=NN=C1C(C1=CC=CC=C1)=NOCC1=CC=CC(=N1)NC(OC(C)(C)C)=O tert-butyl {6-[({[(1-methyl-1H-tetrazol-5-yl)-(phenyl)methylene]amino}oxy)methyl]pyridin-2-yl}carbamate